4'-bromomethylbiphenyl BrCC1=CC=C(C=C1)C1=CC=CC=C1